C(C)OC(COC1=NN(C(=C1)C1=CC=C(C=C1)C)C1=CC=C(C=C1)F)=O Ethyl-{[1-(4-fluorophenyl)-5-(4-methylphenyl)-1H-pyrazol-3-yl]oxy}acetat